C1(CC1)C(C)(O)C=1OC(=C(N1)C(F)(F)F)C=O (2-(1-cyclopropyl-1-hydroxyethyl)-4-(trifluoromethyl)oxazol-5-yl)methanone